(S)-2-((6-cyanobenzo-[d]thiazol-2-yl)amino)-N-(pyrrolidin-3-yl)isonicotinamide C(#N)C1=CC2=C(N=C(S2)NC=2C=C(C(=O)N[C@@H]3CNCC3)C=CN2)C=C1